(1R,5S)-3-(2-chloro-9-phenyl-9H-purin-6-yl)-3,8-diazabicyclo[3.2.1]octane-8-carboxylic acid tert-butyl ester C(C)(C)(C)OC(=O)N1[C@H]2CN(C[C@@H]1CC2)C2=C1N=CN(C1=NC(=N2)Cl)C2=CC=CC=C2